BrC=1C=C2C(=NC=NC2=C(C1)OC(F)F)N(C(C)C=1N(N=CN1)C1=NC=CC=N1)C 6-bromo-8-(difluoromethoxy)-N-methyl-N-[1-(2-pyrimidin-2-yl-1,2,4-triazol-3-yl)ethyl]quinazolin-4-amine